N1(N=CN=C1)P(OC1=C(C=CC=C1)Cl)(=O)N1N=CN=C1 2-chlorophenyl di(1H-1,2,4-triazol-1-yl)phosphinate